5-(4,4-difluorocyclohexyl)-3-(4-isopropylpiperidin-4-yl)-1,2,4-oxadiazole hydrochloride Cl.FC1(CCC(CC1)C1=NC(=NO1)C1(CCNCC1)C(C)C)F